7-fluoro-2-[[3-[[6-oxo-5-(trifluoromethyl)-1-(2-trimethylsilylethoxymethyl)pyridazin-4-yl]amino]phenyl]methyl]-6-[5-(trifluoromethyl)pyrimidin-2-yl]isoquinolin-1-one FC1=C(C=C2C=CN(C(C2=C1)=O)CC1=CC(=CC=C1)NC=1C=NN(C(C1C(F)(F)F)=O)COCC[Si](C)(C)C)C1=NC=C(C=N1)C(F)(F)F